AMINOPYRIMIDINAMIDE NC1=NC(=NC=C1)C(=O)N